N[C@@H]1C[C@H](N(CC1)C(=O)OC(C)(C)C)C(NCCCO[Si](C1=CC=CC=C1)(C1=CC=CC=C1)C(C)(C)C)=O tert-butyl (2S,4S)-4-amino-2-((3-((tert-butyldiphenylsilyl)oxy)propyl)carbamoyl)piperidine-1-carboxylate